ethyl (2-cyano-2-(2-(3,5-dichloro-4-((6-chloro-5-((6-methoxypyridazin-3-yl)methyl)pyridazin-3-yl)oxy)phenyl)hydrazineylidene) acetyl)carbamate C(#N)C(C(=O)NC(OCC)=O)=NNC1=CC(=C(C(=C1)Cl)OC=1N=NC(=C(C1)CC=1N=NC(=CC1)OC)Cl)Cl